ClC1=NC2=C3N=C(C=CC3=CC=C2C(=C1)C)C(C)C 2-chloro-9-isopropyl-4-methyl-1,10-phenanthroline